2-(2,4-difluorophenyl)-4-(3-(methylsulfonyl)phenyl)phthalazin-1(2H)-one FC1=C(C=CC(=C1)F)N1C(C2=CC=CC=C2C(=N1)C1=CC(=CC=C1)S(=O)(=O)C)=O